2-((3-phenylpropyl)amino)propanoate C1(=CC=CC=C1)CCCNC(C(=O)[O-])C